OC=1C=C2CC[C@@H]([C@@H](C2=CC1)C1=CC=C(C=C1)N1CCCCC1)C1=CC=CC=C1 1-(4-((1R,2S)-6-hydroxy-2-phenyl-1,2,3,4-tetrahydronaphthalen-1-yl)phenyl)piperidin